N(=[N+]=[N-])[C@@](COC)(C)C1=CN=C(C2=CN=C(C=C12)Cl)OC1CC1 (S)-4-(2-azido-1-methoxyprop-2-yl)-6-chloro-1-cyclopropoxy-2,7-naphthyridine